C1=CC=C2C(=C1)C=CC3=C2C=CC4=C3C=C(C=C4)O The molecule is a hydroxychrysene that is chrysene in which the hydrogen at position 3 has been replaced by a hydroxy group. It is a metabolite of the polycyclic aromatic hydrocarbon chrysene. It has a role as a xenobiotic metabolite.